C(=C)C1(C(C(=O)OCCC1)(C=C)C=C)C=C tetravinyl-caprolactone